C(C)(C)(C)N1N=C(C(=C1C1CCCC1)F)NC(CC1=CC(=NO1)C)=O N-(1-(tert-butyl)-5-cyclopentyl-4-fluoro-1H-pyrazol-3-yl)-2-(3-methylisoxazol-5-yl)acetamide